6-((2,5-dichloropyrimidin-4-yl)amino)quinoxaline ClC1=NC=C(C(=N1)NC=1C=C2N=CC=NC2=CC1)Cl